C=1(C(=CC=CC1)O)C=CC1=CC=CC=C1 stilbenol